ClC=1C(=C2C(=NC1)NC(=N2)C2=CC=C(C=C2)N2CCN(CC2)CCOCC)NC2CCN(CC2)CC=2C=CC1=C(CCO1)C2 6-Chloro-N-[1-(2,3-dihydro-1-benzofuran-5-ylmethyl)piperidin-4-yl]-2-{4-[4-(2-ethoxyethyl)piperazin-1-yl]phenyl}-3H-imidazo[4,5-b]pyridin-7-amine